heptadecane-1,11-diol C(CCCCCCCCCC(CCCCCC)O)O